FC=1C=C2C(=NNC2=CC1OCCOC)C1=CC(=NO1)C1=CC=C(C=C1)C(=O)N1C(CN(CC1)C1COC1)C 5-Fluoro-6-(2-methoxyethoxy)-3-(3-{4-[2-methyl-4-(oxetan-3-yl)piperazine-1-carbonyl]phenyl}-1,2-oxazol-5-yl)-1H-indazole